N-(4-amino-2-tetrahydropyran-2-yl-pyrazolo[4,3-c]pyridin-7-yl)-N'-ethyl-N'-[(4-fluoro-2-methyl-phenyl)methyl]oxamide NC1=NC=C(C=2C1=CN(N2)C2OCCCC2)NC(=O)C(=O)N(CC2=C(C=C(C=C2)F)C)CC